C(CC(O)(C(=O)O)CC(=O)O)(=O)O.FC1=CC=C(S1)CC[C@]1(CN(CC1)C(C)(C)C=1C=NC(=CC1)C)CNS(O)(=O)=O |o1:21| (S or R)-((3-(2-(5-fluoro-thiophen-2-yl)ethyl)-1-(2-(6-methylpyridin-3-yl)propan-2-yl)pyrrolidin-3-yl)methyl)sulfamic acid citrate